(2r,4s)-2-(4-(4-(tert-butyl)phenyl)piperidine-1-carbonyl)-5-azaspiro[3.4]octan-6-one C(C)(C)(C)C1=CC=C(C=C1)C1CCN(CC1)C(=O)C1CC2(C1)NC(CC2)=O